1-((3aS,7aS)-1-(7H-pyrrolo[2,3-d]pyrimidin-4-yl)hexahydro-1H-pyrrolo[2,3-c]pyridin-6(2H)-yl)prop-2-en-1-one N1=CN=C(C2=C1NC=C2)N2CC[C@@H]1[C@H]2CN(CC1)C(C=C)=O